CS(=O)(=O)C1=CC=C(COC2=CC=C(C=C2)C=2N=CN(C2)C(=O)NC[C@@H]2CN(CC2)C2=CC=CC=C2)C=C1 (R)-4-(4-((4-(methylsulfonyl)benzyl)oxy)phenyl)-N-((1-phenylpyrrolidin-3-yl)methyl)-1H-imidazole-1-carboxamide